BrC=1C=CC2=C(C(NCCO2)=O)C1 7-bromo-3,4-dihydro-2H-1,4-benzoxazepin-5-one